1-(3-(5-amino-6-(2-fluoro-4-((4-(trifluoromethyl)pyridin-2-yl)oxy)phenyl)quinazolin-8-yl)pyrrolidin-1-yl)prop-2-en-1-one NC1=C2C=NC=NC2=C(C=C1C1=C(C=C(C=C1)OC1=NC=CC(=C1)C(F)(F)F)F)C1CN(CC1)C(C=C)=O